3-methyl-4,5,6,7-tetrahydropyrazolo[1,5-a]Pyridin-4-ol CC=1C=NN2C1C(CCC2)O